CN1C=[N+](C=C1)CCCCO 1-methyl-3-(4-hydroxybutyl)imidazolium